3-(2-(6-methylpyridazin-3-yl)pyridin-4-yl)-5-(trifluoromethyl)-1,2,4-oxadiazole CC1=CC=C(N=N1)C1=NC=CC(=C1)C1=NOC(=N1)C(F)(F)F